[6-(methylsulfanyl)pyridin-2-yl]methanone CSC1=CC=CC(=N1)C=O